P(=O)(OCC(C)NC(C(=C)C)=O)([O-])[O-] 2-methacrylamidopropyl phosphate